bis(tridecyl)-1,2,3,4-butanetetracarboxylic acid bis(2,2,6,6-tetramethyl-4-piperidyl) ester CC1(NC(CC(C1)OC(=O)CC(C(CC(=O)O)(C(=O)O)CCCCCCCCCCCCC)(C(=O)OC1CC(NC(C1)(C)C)(C)C)CCCCCCCCCCCCC)(C)C)C